bis(hexane-1,6-diol) titanium [Ti].C(CCCCCO)O.C(CCCCCO)O